O1C[C@H](CC1)O (3S)-Oxolan-3-ol